N[C@@H](C(=O)O)CC1=CC=CC=2B(OCC21)O (R)-2-amino-3-(1-hydroxy-1,3-dihydrobenzo[c][1,2]oxaborol-4-yl)propanoic acid